ClC=1C=C2C=CN(C2=C(C1)C1=C2C(=NC=C1)C=C(S2)CN2C(N1[C@H](C2=O)CCC1)=O)CC1(CCNCC1)C#N (S)-4-((5-Chloro-7-(2-((1,3-dioxotetrahydro-1H-pyrrolo[1,2-c]imidazole-2(3H)-yl)methyl)thieno[3,2-b]pyridin-7-yl)-1H-indol-1-yl)methyl)piperidine-4-carbonitrile